potassium cetyl sulphate S(=O)(=O)(OCCCCCCCCCCCCCCCC)[O-].[K+]